2-[[6-[5-cyclopropyl-3-methyl-4-oxo-6-(trifluoromethyl)imidazo[4,5-c]pyridin-2-yl]-5-ethylsulfanyl-3-pyridinyl]oxy]acetonitrile C1(CC1)N1C(C2=C(C=C1C(F)(F)F)N=C(N2C)C2=C(C=C(C=N2)OCC#N)SCC)=O